4-(trifluoromethyl)-2-((2-(triMethylsilyl)ethoxy)methyl)pyridazin-3(2H)-one FC(C=1C(N(N=CC1)COCC[Si](C)(C)C)=O)(F)F